C(C1=CC=CC=C1)[C@H]1C(N(CC2N(O[C@@H](C(N21)=O)CC(C)C)C(=O)OCC2=CC=CC=C2)C2=NN(C=C2)C)=O benzyl (3R,6S)-6-benzyl-3-isobutyl-8-(1-methyl-1H-pyrazol-3-yl)-4,7-dioxohexahydropyrazino[2,1-c][1,2,4]oxadiazine-1(6H)-carboxylate